C1(CC1)N(C(=O)N1[C@H]2[C@H](N(C[C@@H]1CC2)C(N(C2=CC=CC=C2)C2=CC=CC=C2)=O)C(=O)O)CC=2N=CSC2 (1R,2S,5S)-8-(cyclopropyl(thiazole-4-ylmethyl)carbamoyl)-3-(diphenylcarbamoyl)-3,8-diazabicyclo[3.2.1]octane-2-carboxylic acid